C[NH+](CCCCCCCCCCCCCCCC)CCCCCCCCCCCCCCCCCC methyl-(octadecyl)(hexadecyl)ammonium